C(CCC)[C@H]1CS(C2=C(N(C1)C1=CC=CC=C1)C=C(C(=C2)OCCC(=O)O)SC)(=O)=O (R)-3-((3-butyl-7-(methylsulfanyl)-1,1-dioxo-5-phenyl-2,3,4,5-tetrahydro-1,5-benzothiazepin-8-yl)oxy)propanoic acid